N-[(5-cyclopropyl-6-fluoropyridin-2-yl)(phenyl)methyl]-4-fluoro-1-{2-[5-(trifluoromethyl)-1H-1,2,3-triazol-1-yl]acetyl}pyrrolidine-2-carboxamide C1(CC1)C=1C=CC(=NC1F)C(NC(=O)C1N(CC(C1)F)C(CN1N=NC=C1C(F)(F)F)=O)C1=CC=CC=C1